Cl.CN[C@@H](CC(C)C)C(=O)N1C[C@@]2(C(NC3(CC3)CC2)=O)C[C@H]1C(=O)N (6S,9S)-8-(methyl-L-leucyl)-5-oxo-4,8-diazadispiro[2.2.46.23]dodecane-9-carboxamide hydrochloride